((5-chlorothien-2-yl)sulfonyl)-3-(3,4,5-trimethoxyphenyl)-1H-pyrazole-5-carboxamide ClC1=CC=C(S1)S(=O)(=O)N1N=C(C=C1C(=O)N)C1=CC(=C(C(=C1)OC)OC)OC